C1=C(C=CC=CC=CCCCCCCCCCCCC(=O)O)O1 epoxy-eicosa-tetraenoic acid